[Cl-].COC1C[NH2+]CCC1 3-methoxypiperidin-1-ium chloride